O=C(CN1N=C(C=CC1=O)C1=CCC2(CC2)CC1)N1CCC2=C(C=CC=C12)C1=CN=NC=C1 2-{2-oxo-2-[4-(pyridazin-4-yl)-2,3-dihydro-1H-indol-1-yl]ethyl}-6-(spiro[2.5]oct-5-en-6-yl)pyridazin-3(2H)-one